C1(CC1)C=1C(=NN(C1C)CC)NC(=O)[C@@H]1C(C1)(C)C (S)-N-(4-cyclopropyl-1-ethyl-5-methyl-1H-pyrazol-3-yl)-2,2-dimethylcyclopropane-1-carboxamide